CN1N=CC=C1C(=O)N 1-methyl-1H-pyrazole-5-carboxamide